F[P-](F)(F)(F)(F)F.[N+](=O)([O-])C=1C=CC2=C(N(N=N2)O[P+](N2CCCC2)(N2CCCC2)N2CCCC2)C1 [(6-nitrobenzotriazol-1-yl)oxy]tris(pyrrolidino)phosphonium hexafluorophosphate